N-(4-amino-6-(trifluoromethyl)pyridin-3-yl)-5-cyclopropyl-4-(ethylthio)-N-methyl-1H-pyrazole-3-carboxamide NC1=C(C=NC(=C1)C(F)(F)F)N(C(=O)C1=NNC(=C1SCC)C1CC1)C